1-{4-[(2-{3-[(4-methanesulfonyl-2-methoxyphenyl)-amino]prop-1-yn-1-yl}-1-(2,2,2-trifluoro-ethyl)-1H-indol-4-yl)amino]piperidin-1-yl}-3-methoxy-propan-2-ol CS(=O)(=O)C1=CC(=C(C=C1)NCC#CC=1N(C2=CC=CC(=C2C1)NC1CCN(CC1)CC(COC)O)CC(F)(F)F)OC